(S)-2-((6-((4-chloro-2-fluorobenzyl)oxy)-5'-methyl-2'-oxo-[2,4'-bipyridine]-1'(2'H)-yl)methyl)-3-(oxetan-2-ylmethyl)-3H-imidazo[4,5-b]pyridine-5-carboxylic acid ClC1=CC(=C(COC2=CC=CC(=N2)C2=CC(N(C=C2C)CC2=NC=3C(=NC(=CC3)C(=O)O)N2C[C@H]2OCC2)=O)C=C1)F